(R)-3-(3,5-dimethoxyphenyl)cyclohexan-1-one (2R)-2-amino-3-phenylpropylcarbamate hydrochloride Cl.N[C@@H](CNC(O)=O)CC1=CC=CC=C1.COC=1C=C(C=C(C1)OC)[C@H]1CC(CCC1)=O